(2R,4S)-N-((S)-1-(((6-amino-2-methylpyridin-3-yl)methyl)amino)-1-oxopropan-2-yl)-4-(3-chloro-4-fluorobenzyl)pyrrolidine-2-carboxamide bis-trifluoroacetate FC(C(=O)O)(F)F.FC(C(=O)O)(F)F.NC1=CC=C(C(=N1)C)CNC([C@H](C)NC(=O)[C@@H]1NC[C@H](C1)CC1=CC(=C(C=C1)F)Cl)=O